C(C)(=O)N1CCC(CC1)C1=CC=C(C=N1)C[C@@H](C(=O)O)N (S)-3-(6-(1-acetylpiperidin-4-yl)pyridin-3-yl)-2-aminopropanoic acid